C(#C)C=1C(=CC=C2CCCN(C12)C=1CCC=2C(=NC(=NC2C1)OC[C@]1(N(C[C@@H](C1)F)C1=CC=C(C=C1)F)C)N1CC(CCCC1)NC(C=C)=O)F N-(1-(7-(8-ethynyl-7-fluoro-3,4-dihydroquinolin-1(2H)-yl)-2-(((2S,4R)-4-fluoro-1-(4-fluorophenyl)-2-methylpyrrolidin-2-yl)methoxy)-5,6-dihydroquinazolin-4-yl)azepan-3-yl)acrylamide